O1C([N]CC2=C1C=CC=C2)=O 4H-3λ2-benzo[e][1,3]oxazin-2-one